C(C)C1=CN(C2=CC(=CC=C12)CN(C(OC(C)(C)C)=O)C1CCOCC1)S(=O)(=O)C1=CC=CC=C1 tert-butyl (3-ethyl-1-(phenylsulfonyl)-1H-indol-6-yl)methyl(tetrahydro-2H-pyran-4-yl)carbamate